6-imino-5,5-dimethyloxan-2-one N=C1C(CCC(O1)=O)(C)C